C(C)[N+](CC)(CC)[O-] triethyl-amine-N-oxide